CC1=C(C=C(C=C1)NC(=O)[C@H]1[C@@H]2N(C[C@H]1CC2)CC(F)(F)F)C2=NC=CC=C2 (1R,4S,7R)-N-(4-methyl-3-(pyridin-2-yl)phenyl)-2-(2,2,2-trifluoroethyl)-2-azabicyclo[2.2.1]heptane-7-carboxamide